BrC1=NN(C=C1)CCC1=NN(C=N1)C (2-(3-bromo-1H-pyrazol-1-yl)ethyl)-1-methyl-1H-1,2,4-triazole